FC1(CN(C1)C(=O)C1=NN2C(C(OCC2)C2=CC=CC=C2)=C1)F (3,3-difluoroazetidin-1-yl)-(4-phenyl-6,7-dihydro-4H-pyrazolo[5,1-c][1,4]oxazin-2-yl)methanone